(4-(3-((4-(4-(cyclopropylamino)-4-oxobutyl)-1-phenyl-1H-imidazol-2-yl) carbamoyl) phenyl)-1H-pyrazol-1-yl) methyl-carboxylate CC(=O)ON1N=CC(=C1)C1=CC(=CC=C1)C(NC=1N(C=C(N1)CCCC(=O)NC1CC1)C1=CC=CC=C1)=O